2-[(3R)-3-fluoropyrrolidin-1-yl]-N-[6-(1-methylpyrazol-4-yl)-3-isoquinolinyl]acetamide F[C@H]1CN(CC1)CC(=O)NC=1N=CC2=CC=C(C=C2C1)C=1C=NN(C1)C